N-[1-[3-chloro-4-(cyclopropylmethoxy)-2-fluoro-phenyl]ethyl]-6-[(3S)-pyrrolidin-3-yl]oxy-pyrido[3,2-d]pyrimidin-4-amine ClC=1C(=C(C=CC1OCC1CC1)C(C)NC=1C2=C(N=CN1)C=CC(=N2)O[C@@H]2CNCC2)F